isopropyl ((((2R,3S,4R,5R)-5-(2-amino-4-(hydroxyamino)-7H-pyrrolo[2,3-d]pyrimidin-7-yl)-3,4-dihydroxytetrahydrofuran-2-yl)methoxy)(phenoxy)phosphoryl)-D-alaninate NC=1N=C(C2=C(N1)N(C=C2)[C@H]2[C@@H]([C@@H]([C@H](O2)COP(=O)(OC2=CC=CC=C2)N[C@H](C)C(=O)OC(C)C)O)O)NO